2-(5-bromo-3-chloropyridin-2-yl)acetonitrile BrC=1C=C(C(=NC1)CC#N)Cl